C(C)OC(C(C)(C)OC1=CC=C(C=C1)C(C)=O)=O.CNCCCCCC=1C=C(N)C=CC1 3-(5-methylaminopentyl)aniline ethyl-2-(4-acetylphenoxy)-2-methylpropanoate